N'-(1,2,3,5,6,7-hexahydro-s-indacen-4-ylcarbamoyl)-4-(pyrrolidin-1-ylmethyl)-benzenesulfonimidamide C1CCC2=C(C=3CCCC3C=C12)NC(=O)N=S(=O)(N)C1=CC=C(C=C1)CN1CCCC1